C(CCCCCC(=O)O)(=O)O heptane-dioic acid